C(C)(C)(C)OC(NCCOCCOC1=C(C=CC(=C1)F)B1OC(C(O1)(C)C)(C)C)=O.[Si](C)(C)(C(C)(C)C)OC1=CC=C(C=C)C=C1 4-(tert-butyldimethylsilyloxy)styrene tert-butyl-N-[2-[2-[5-fluoro-2-(4,4,5,5-tetramethyl-1,3,2-dioxaborolan-2-yl)phenoxy]ethoxy]ethyl]carbamate